benzylpyridinium chloride salt [Cl-].C(C1=CC=CC=C1)[N+]1=CC=CC=C1